[Cl-].C(CCCCCCCCCCCCC)(=O)OCC[NH+]1C(N(CC1)CCO)CCCCCCCCCCCCC 1-[2-(tetradecanoyloxy)ethyl]-2-tridecyl-3-(2-hydroxyethyl)-imidazolinium chloride